tert-butyl (4R,9aR)-2-(8-cyano-5-quinolyl)-4-methyl-3,4,6,7,9,9a-hexahydro-1H-pyrazino[1,2-a]pyrazine-8-carboxylate C(#N)C=1C=CC(=C2C=CC=NC12)N1C[C@H]2N([C@@H](C1)C)CCN(C2)C(=O)OC(C)(C)C